3-amino-9-cyclopropyl-carbazole NC=1C=CC=2N(C3=CC=CC=C3C2C1)C1CC1